methyl (3R)-2-(benzyloxycarbonylamino)-3-(1-cyclopropylcyclopropoxy)butanoate C(C1=CC=CC=C1)OC(=O)NC(C(=O)OC)[C@@H](C)OC1(CC1)C1CC1